ClC1=CC(=NC=C1)C(CCCC=O)(F)F 5-(4-chloropyridin-2-yl)-5,5-difluoropentanal